6-fluoro-3,4-dihydroisoquinoline-2(1H)-carboxylic acid tert-butyl ester C(C)(C)(C)OC(=O)N1CC2=CC=C(C=C2CC1)F